1,5,8,12,15,18-hexa(trifluoromethylsulfonyl)-1,5,8,12,15,18-hexaazacycloeicosane FC(S(=O)(=O)N1CCCN(CCN(CCCN(CCN(CCN(CC1)S(=O)(=O)C(F)(F)F)S(=O)(=O)C(F)(F)F)S(=O)(=O)C(F)(F)F)S(=O)(=O)C(F)(F)F)S(=O)(=O)C(F)(F)F)(F)F